BrC1=NC=CC(=N1)C(F)(F)F 2-Bromo-4-(trifluoromethyl)pyrimidine